1-{5-[4-(Azetidin-3-yl)piperazine-1-carbonyl]-2-chlorophenyl}-1,3-diazinane-2,4-dione trifluoroacetate FC(C(=O)O)(F)F.N1CC(C1)N1CCN(CC1)C(=O)C=1C=CC(=C(C1)N1C(NC(CC1)=O)=O)Cl